CC1=CC=C(C=C1)/C=C/B(O)O trans-2-(4-methylphenyl)vinylboronic acid